NC(C(C)C)S(=S)(=O)O amino-2-methyl-propyl-thiosulfonic acid